methyl (2R)-2-(benzyloxycarbonylamino)-2-(oxiran-2-yl)acetate C(C1=CC=CC=C1)OC(=O)N[C@@H](C(=O)OC)C1OC1